ClC1=C(C(=CC(=N1)C(=O)OC)NC)[N+](=O)[O-] methyl 6-chloro-4-(methylamino)-5-nitropyridine-2-carboxylate